C(#N)C1CC2(C1)C[C@H](N(CC2)CC2=C1C=CNC1=C(C=C2OC)C)C2=CC=C(C(=O)N1C[C@H](CC1)CC(=O)O)C=C2 2-((R)-1-(4-((2S,4r,6S)-2-cyano-7-((5-methoxy-7-methyl-1H-indol-4-yl)methyl)-7-azaspiro[3.5]nonan-6-yl)benzoyl)pyrrolidin-3-yl)acetic acid